OC1(CC(C1)NC1=C2C(=C(N=N1)C1=C(C=C(C=C1)C(F)(F)F)O)N=CC=C2)C 2-(5-(((cis)-3-hydroxy-3-methylcyclobutyl)amino)pyrido[2,3-d]pyridazin-8-yl)-5-(trifluoromethyl)phenol